C(=O)O.CN(CCC1=CN(C2=CC=C(C=C12)OC)C(CCC(=O)O)=O)C 4-(3-(2-(dimethylamino)-ethyl)-5-methoxy-1H-indol-1-yl)-4-oxobutanoic acid formate salt